C[C@@H]1CN(C[C@@H](O1)C)C(=O)C=1C=NC=C(C1N1C[C@](CC1)(N)C)C1=NC2=C(N1)C=CC=C2C (3S)-1-{3-[(2r,6S)-2,6-dimethylmorpholine-4-carbonyl]-5-(4-methyl-1H-1,3-benzodiazol-2-yl)pyridin-4-yl}-3-methylpyrrolidin-3-amine